2-(3-fluoro-4-(7-((1-methylpiperidin-4-yl)carbamoyl)benzo[d]imidazo[2,1-b]thiazol-2-yl)phenyl)morpholine-4-carboxylic acid tert-butyl ester C(C)(C)(C)OC(=O)N1CC(OCC1)C1=CC(=C(C=C1)C=1N=C2SC3=C(N2C1)C=CC(=C3)C(NC3CCN(CC3)C)=O)F